(S)-3-(1'-(3-(1-methyl-1H-pyrazol-4-yl)benzyl)-6-oxo-6,8-dihydro-2H,7H-spiro[furo[2,3-e]isoindole-3,4'-piperidin]-7-yl)piperidine-2,6-dione CN1N=CC(=C1)C=1C=C(CN2CCC3(CC2)COC2=C4CN(C(C4=CC=C23)=O)[C@@H]2C(NC(CC2)=O)=O)C=CC1